methyl 2-(5-{6-[3-(2-hydroxyphenyl) cinnolin-7-yl]-2,6-diazaspiro[3.3]heptan-2-yl}-1,2-thiazol-3-yl)-3-methylbutanoate OC1=C(C=CC=C1)C=1N=NC2=CC(=CC=C2C1)N1CC2(CN(C2)C2=CC(=NS2)C(C(=O)OC)C(C)C)C1